[Si](C1=CC=CC=C1)(C1=CC=CC=C1)(C(C)(C)C)OC(CN(C)C)CN1N=CC(=C1)[N+](=O)[O-] {2-[(tert-butyldiphenylsilyl)oxy]-3-(4-nitro-1H-pyrazol-1-yl)propyl}dimethylamine